(2S,3S)-3-amino-3-(4-chlorophenyl)-2-methylpropionate hydrochloride Cl.N[C@@H]([C@@H](C(=O)O)C)C1=CC=C(C=C1)Cl